N-[2-(1H-indol-3-yl)ethyl]-N-prop-2-enylprop-2-en-1-amine N1C=C(C2=CC=CC=C12)CCN(CC=C)CC=C